2-(4-fluorophenyl)isothiazolo[5,4-b]pyridine FC1=CC=C(C=C1)N1SC2=NC=CC=C2C1